4-[4,6-bis(3-carboxypropyl)-1,3,5-trioxan-2-yl]butanoic acid C(=O)(O)CCCC1OC(OC(O1)CCCC(=O)O)CCCC(=O)O